BrC=1C(=C(C=CC1)C1NCCC2=C1SC(=N2)C(=O)N)Cl (3-bromo-2-chlorophenyl)-4,5,6,7-tetrahydro[1,3]thiazolo[5,4-c]pyridine-2-carboxamide